2-(fluoromethyl)-5-(furan-2-yl)-[1,2,4]triazolo[1,5-c]pyrimidin FCC1=NN2C(=NC=CC2=N1)C=1OC=CC1